CC1=CC(=C(N1)C=C1C(NC2=CC=CC=C12)=O)C(=O)O 5-methyl-2-(2-oxo-1,2-dihydro-indol-3-ylidenemethyl)-1H-pyrrole-3-carboxylic acid